NC1(CCC2(C(=C(C3=CC=CC=C23)CC)C)CC1)C(=O)O 4-amino-3'-ethyl-2'-methyl-spiro[cyclohexane-1,1'-indene]-4-carboxylic acid